NC1=C(C(=O)NC)C=C(C(=C1)Cl)Cl 2-amino-4,5-dichloro-N-methylbenzamide